N-(2-(1-((1-(2-(2,4-dioxotetrahydropyrimidin-1(2H)-yl)-1,3-dioxoisoindolin-5-yl)piperidin-4-yl)methyl)piperidin-4-yl)-6-methoxy-2H-indazol-5-yl)-6-(trifluoromethyl)nicotinamide O=C1N(CCC(N1)=O)N1C(C2=CC=C(C=C2C1=O)N1CCC(CC1)CN1CCC(CC1)N1N=C2C=C(C(=CC2=C1)NC(C1=CN=C(C=C1)C(F)(F)F)=O)OC)=O